NC=1C=CC(=C(C1)C1=CC=C2C=NC(=NC2=C1)NC1=C(C=C2CCNCC2=C1)OC)C 7-(5-amino-2-methylphenyl)-N-(6-methoxy-1,2,3,4-tetrahydroisoquinolin-7-yl)quinazolin-2-amine